(R)-methyl 2-((3,5-dichloropyridin-2-yl)oxy)butanoate ClC=1C(=NC=C(C1)Cl)O[C@@H](C(=O)OC)CC